BrC1=C(C=CC=C1)C1=CC=C(C=C1)C1=NC=CC=C1 2-(2'-Bromo-[1,1'-biphenyl]-4-yl)-pyridin